C1(CCCCC1)NC(CCN1CCCC2=CC=CC=C12)=O N-cyclohexyl-3-(3,4-dihydroquinolin-1(2H)-yl)propionamide